O(C1=CC=CC=C1)C1CC2(CN(C2)C(=O)OC(C)(C)C)C1 tert-butyl 6-phenoxy-2-azaspiro[3.3]heptane-2-carboxylate